ethyl 3-fluoro-4-(4-(trifluoromethyl)phenoxy)benzoate FC=1C=C(C(=O)OCC)C=CC1OC1=CC=C(C=C1)C(F)(F)F